NC1=NC=2C=CC=C(C2C2=C1N=C(N2C)COCC)OCCCNC(CCCCCCCCCCCCCCCCC)=O N-(3-((4-amino-2-(ethoxymethyl)-1-methyl-1H-imidazo[4,5-c]quinolin-9-yl)oxy)propyl)stearamide